4-(7-(2-fluorophenyl)imidazo[5,1-b]oxazol-5-yl)benzonitrile FC1=C(C=CC=C1)C=1N=C(N2C1OC=C2)C2=CC=C(C#N)C=C2